(5-(4,4-difluoro-3,3-dimethylbut-1-yn-1-yl)-3,4-dihydroquinolin-1(2H)-yl)-7-fluoro-1-methyl-[1,2,4]triazolo[4,3-a]quinazoline FC(C(C#CC1=C2CCCN(C2=CC=C1)C1=NC=2N(C3=CC=C(C=C13)F)C(=NN2)C)(C)C)F